O=C1CCCC=2C=CC=C(C12)C#N 8-oxo-5,6,7,8-tetrahydronaphthalene-1-carbonitrile